C(C=C)C=1C=C(C(=C(C1)F)F)OC([2H])([2H])[2H] 5-Allyl-1,2-difluoro-3-(methoxy-d3)benzene